N-methyl-8-morpholino-6-[(2E)-2-(m-tolylmethylene)hydrazino]imidazo[1,2-a]pyrazine-2-carboxamide CNC(=O)C=1N=C2N(C=C(N=C2N2CCOCC2)N/N=C/C=2C=C(C=CC2)C)C1